2-phenylIsoquinolin-1(2H)-one C1(=CC=CC=C1)N1C(C2=CC=CC=C2C=C1)=O